FCS(=O)C1=CC=CC=C1 1-fluoro-1-benzene(sulfinyl)methane